CN(CCCN(C(C(=O)OCCCCCCCC\C=C/CCCCCCCC)C(=O)OCCCCCCCC\C=C/CCCCCCCC)C)C di((Z)-octadec-9-en-1-yl) 2-((3-(dimethylamino)propyl)(methyl)amino)malonate